1-(4-(3-(Difluoromethyl)-5-fluorobenzyl)pyridin-2-yl)-1H-pyrazol-3-carboxamid FC(C=1C=C(CC2=CC(=NC=C2)N2N=C(C=C2)C(=O)N)C=C(C1)F)F